O1CCN(CC1)CCCOC1=CC(=CC2=C1NC=N2)C(=O)N 7-(3-morpholinopropoxy)-1H-benzo[d]imidazole-5-carboxamide